OB1OCC2=C1C=C(C=C2)C(=O)N(CC(=O)O)CC2=CC(=CC=C2)CNC(=O)C=2C=CC1=C(B(OC1)O)C2 N-(1-hydroxy-1,3-dihydrobenzo[c][1,2]oxaborole-6-carbonyl)-N-(3-((1-hydroxy-1,3-dihydrobenzo[c][1,2]oxaborole-6-carboxamido)methyl)benzyl)glycine